COC1=NC=CC(=C1)C1=CC=C2CC(NC2=C1)=O 6-(2-methoxypyridin-4-yl)indolin-2-one